COC=1C=CC(=C(C1)C1=CC(=CC(=C1)OC)N)N 5,5'-dimethoxy-2,3'-diaminobiphenyl